C(CCCCCC)SC(=O)N(C(CCCCCCCCC(=O)OCC(CCCCCC)CCCC)CCCCCCCCC(=O)OCC(CCCCCC)CCCC)CC1CCN(CC1)C bis(2-butyloctyl) 10-[heptylsulfanylcarbonyl-[(1-methyl-4-piperidyl)methyl]amino]nonadecanedioate